N1=CC=C(C2=CC=CC=C12)[C@@H](N)C1=NC2=CC=CC(=C2C=C1)C=C (R)-quinolin-4-yl-((1S,2R,4S,5R)-5-vinylquinolin-2-yl)methanamine